3,4,5-tribromo-1-methylpyrazole BrC1=NN(C(=C1Br)Br)C